3-(4-(5-((6-(3,5-dichlorophenyl)-4-((4-((3-methylureido)methyl)piperidin-1-yl)methyl)pyridin-2-yl)oxy)pyrimidin-2-yl)piperazin-1-yl)-2-methyl-propanamide ClC=1C=C(C=C(C1)Cl)C1=CC(=CC(=N1)OC=1C=NC(=NC1)N1CCN(CC1)CC(C(=O)N)C)CN1CCC(CC1)CNC(=O)NC